rac-N-(5-Chlorothiazol-2-yl)-2-(3,3-difluorocyclopentyl)-2-(4-(2-(difluoromethyl)-2H-tetrazol-5-yl)phenyl)acetamide ClC1=CN=C(S1)NC(C(C1=CC=C(C=C1)C=1N=NN(N1)C(F)F)C1CC(CC1)(F)F)=O